3-[(tert-butoxycarbonyl)amino]-3-phenylpropanoate C(C)(C)(C)OC(=O)NC(CC(=O)[O-])C1=CC=CC=C1